CCC(C(=O)O)(S)C Dimethyl-mercaptopropionic acid